4-(trifluoromethyl)chlorobenzyl chloride FC(C1=CC=C(C(Cl)Cl)C=C1)(F)F